cyanoSodium borohydride [BH4-].C(#N)[Na]